(N-butyl)ammonium iodide [I-].C(CCC)[NH3+]